tert-butyl 3-[(1-{2-[(tert-butyldimethylsilyl)oxy]ethyl}-3-methylindazol-6-yl)amino]-3-(2,3-dichloro-6-fluorophenyl)pyrrolidine-1-carboxylate [Si](C)(C)(C(C)(C)C)OCCN1N=C(C2=CC=C(C=C12)NC1(CN(CC1)C(=O)OC(C)(C)C)C1=C(C(=CC=C1F)Cl)Cl)C